OC=1C=C(\C=C/2\C(=C(C3=CC(=CC=C23)OC)CC(=O)O)C)C=CC1OC (Z)-2-(1-(3-hydroxy-4-methoxybenzylidene)-5-methoxy-2-methyl-1H-inden-3-yl)acetic acid